(S)-4-(benzyloxy)-3-(tert-butoxycarbonylamino)-4-oxobutanoic acid C(C1=CC=CC=C1)OC([C@H](CC(=O)O)NC(=O)OC(C)(C)C)=O